6-{4-[(2S)-2-ethyl-5-oxopyrrolidin-1-yl]piperidin-1-yl}-2-azaspiro[3.4]octane-2-carboxylic acid ethyl ester C(C)OC(=O)N1CC2(C1)CC(CC2)N2CCC(CC2)N2[C@H](CCC2=O)CC